C1(CC1)NC(=O)C=1C=NN2C1N=C(C=C2NC)NC=2C(=NC=CC2)C N-cyclopropyl-7-(methylamino)-5-((2-methylpyridin-3-yl)amino)pyrazolo[1,5-a]pyrimidine-3-carboxamide